COC=1C=C2C(=CC=NC2=CC1OC)OC1=C(C=C(C=N1)NC(=O)C1(CC1)C(=O)NC1=CC=CC=C1)Cl N-(6-{[6,7-Bis(methyloxy)chinolin-4-yl]oxy}-5-chloropyridin-3-yl)-N'-phenylcyclopropan-1,1-dicarboxamid